6'-(((1S,3S)-3-((4-(4-methoxybenzyl)-3-oxo-3,4-dihydropyrazin-2-yl)amino)cyclopentyl)amino)-2H-[1,3'-bipyridin]-2-one COC1=CC=C(CN2C(C(=NC=C2)N[C@@H]2C[C@H](CC2)NC2=CC=C(C=N2)N2C(C=CC=C2)=O)=O)C=C1